[La].[Lu] lutetium lanthanum